2-(2-aminoethyl)-N-benzyl-1,3-thiazole-4-carboxamide NCCC=1SC=C(N1)C(=O)NCC1=CC=CC=C1